CNC1C2=C(OC1)C=C1CCCC1=C2 N-methyl-3,5,6,7-tetrahydro-2H-indeno[5,6-b]furan-3-amine